ClC1=C(CN2C(N(CC3=CC=C(C=C23)C(=O)NCC2=C(C=C(C=C2F)F)F)C)=O)C(=CC=C1)Cl 1-(2,6-dichlorobenzyl)-3-methyl-2-oxo-N-(2,4,6-trifluorobenzyl)-1,2,3,4-tetrahydroquinazoline-7-carboxamide